NC1=NN=C(S1)N1CCC(CC1)[C@@H](N[S@@](=O)C(C)(C)C)C1=C(C=C(C(=C1)Cl)Cl)O (S)-N-[(R)-[1-(5-amino-1,3,4-thiadiazol-2-yl)piperidin-4-yl](4,5-dichloro-2-hydroxyphenyl)methyl]-2-methylpropane-2-sulfinamide